(2S,3S,4R,5R)-5-(6-(4-fluorobenzylamino)-2-(5-chloropyridin-3-yl)-9H-purin-9-yl)-3,4-dihydroxyl-N-(methyl-d3)-tetrahydrofuran-2-formamide FC1=CC=C(CNC2=C3N=CN(C3=NC(=N2)C=2C=NC=C(C2)Cl)[C@H]2[C@@H]([C@@H]([C@H](O2)C(=O)NC([2H])([2H])[2H])O)O)C=C1